(5-bromo-4-chloro-8,9-dihydropyrazino[1',2':1,5]pyrrolo[2,3-d]pyrimidin-7(6H)-yl)pyrrolidine-1-carboxylic acid tert-butyl ester C(C)(C)(C)OC(=O)N1C(CCC1)N1CC2=C(C3=C(N=CN=C3Cl)N2CC1)Br